CO\N=C/1\C(C=2C(=NC=NC2C2=C1C=C(C=C2)CC2CCNCC2)N)(C)C (6Z)-6-methoxyimino-5,5-dimethyl-8-(4-piperidylmethyl)benzo[h]quinazolin-4-amine